COC1=C2C(NC(=NC2=CC(=C1)OC)C1=CC(=C(OCCOC(=O)ONS(=O)(=O)C=2OC(=CC2)C)C(=C1)C)C)=O N-((2-(4-(5,7-dimethoxy-4-oxo-3,4-dihydroquinazolin-2-yl)-2,6-dimethylphenoxy)ethoxy)carbonyloxy)-5-methylfuran-2-sulfonamide